(4-(2,7-diazaspiro[3.5]non-7-yl)phenoxy)piperidine-2,6-dione C1NCC12CCN(CC2)C2=CC=C(ON1C(CCCC1=O)=O)C=C2